tert-butyl 4-[(6-{3-[3-(acetyloxy)-5-chloro-2,3-dihydro-1-benzofuran-7-sulfonamido]-2,6-difluorophenyl}-8-ethylquinazolin-2-yl)amino]piperidine-1-carboxylate C(C)(=O)OC1COC2=C1C=C(C=C2S(=O)(=O)NC=2C(=C(C(=CC2)F)C=2C=C1C=NC(=NC1=C(C2)CC)NC2CCN(CC2)C(=O)OC(C)(C)C)F)Cl